(3S)-3-[[(2S)-2-cyclopentyl-2-[9H-fluoren-9-ylmethoxycarbonyl-(methyl)amino]acetyl]-propyl-amino]-4-(dimethylamino)-4-oxo-butanoic acid C1(CCCC1)[C@@H](C(=O)N([C@@H](CC(=O)O)C(=O)N(C)C)CCC)N(C)C(=O)OCC1C2=CC=CC=C2C=2C=CC=CC12